O1C(OCC1)C=1N=NN(C1)C 4-(1,3-dioxolan-2-yl)-1-methyl-1H-1,2,3-triazole